N-[3-({[2-{[4-(1-hydroxy-1-methylethyl)phenyl]amino}-5-(trifluoromethyl)pyrimidin-4-yl]amino}methyl)phenyl]-N-methylmethanesulfonamide OC(C)(C)C1=CC=C(C=C1)NC1=NC=C(C(=N1)NCC=1C=C(C=CC1)N(S(=O)(=O)C)C)C(F)(F)F